O.ClCCN(P1(OCCCN1)=O)CCCl 2-[bis(2-chloroethyl)amino]tetrahydro-2H-1,3,2-oxazaphosphorine-2-oxide monohydrate